6-(4-Chlorophenyl)-N-[(2R)-1-fluoro-3-hydroxypropan-2-yl]-3-oxo-2-(1,2-thiazol-4-yl)-2,3-dihydropyridazine-4-carboxamide ClC1=CC=C(C=C1)C=1C=C(C(N(N1)C=1C=NSC1)=O)C(=O)N[C@@H](CF)CO